dioxetanedione O1OC(C1=O)=O